tert-butyl 2,2-difluoro-6-(4-(3-hydroxyoxetan-3-yl) phenyl)-7-azaspiro[3.5]nonane-7-carboxylate FC1(CC2(C1)CC(N(CC2)C(=O)OC(C)(C)C)C2=CC=C(C=C2)C2(COC2)O)F